C(C1=CC=CC=C1)OC=1C(=NC=NC1C)C(=O)OC methyl 5-(benzyloxy)-6-methylpyrimidine-4-carboxylate